(1S,5R,E)-1-(2-chloro-4-fluorophenyl)-N-(6-methoxypyridin-3-yl)-3-azabicyclo[3.1.0]hexane-3-thioimidate ClC1=C(C=CC(=C1)F)[C@]12CN(C[C@@H]2C1)\C(=N/C=1C=NC(=CC1)OC)\[S-]